5-bromo-2-(1-(2,6-dioxopiperidin-3-yl)-1H-1,2,3-triazol-4-yl)phenylsulfurofluoridate BrC=1C=CC(=C(C1)OS(=O)(=O)F)C=1N=NN(C1)C1C(NC(CC1)=O)=O